CC(CC)OC1C(CCCC1)CN [2-(1-methylpropoxy)cyclohex-1-yl]methylamine